(E)-5-(5-(4,4-difluoropiperidine-1-carbonyl)-1H-benzo[d]imidazol-1-yl)-N-((dimethylamino)methylene)pyridinecarboxamide FC1(CCN(CC1)C(=O)C1=CC2=C(N(C=N2)C=2C=CC(=NC2)C(=O)/N=C/N(C)C)C=C1)F